FC1=C(C=NN1COCC[Si](C)(C)C)C1=C(C=C(C=C1)NC1=NC(=NN1C)C=1C=NC(=CC1)F)OC N-(4-(5-Fluoro-1-((2-(trimethylsilyl)ethoxy)methyl)-1H-pyrazol-4-yl)-3-methoxyphenyl)-3-(6-fluoropyridin-3-yl)-1-methyl-1H-1,2,4-triazol-5-amine